OC=1C2=C(N(C(CC1C(=O)NC)=O)CCC1=CC=C(C=C1)OC)C=CC=C2 5-hydroxy-1-(4-methoxyphenethyl)-N-methyl-2-oxo-2,3-dihydro-1H-benzo[b]azepine-4-carboxamide